4-((S)-4-acryloyl-2-methylpiperazin-1-yl)-6-fluoro-7-(2-fluorophenyl)-1-(2-hydroxy-6-Methylphenyl)pyrido[2,3-d]pyrimidin-2(1H)-one C(C=C)(=O)N1C[C@@H](N(CC1)C=1C2=C(N(C(N1)=O)C1=C(C=CC=C1C)O)N=C(C(=C2)F)C2=C(C=CC=C2)F)C